C(#N)C1=CC=C(OCC2=NN=C(S2)NC(C2=CN=C(C=C2C2=C(C(=CC=C2OC)C(F)(F)F)F)C)=O)C=C1 N-(5-((4-cyanophenoxy)methyl)-1,3,4-thiadiazol-2-yl)-4-(2-fluoro-6-methoxy-3-(trifluoromethyl)phenyl)-6-methylnicotinamide